FC1=C(C=CC(=C1)F)S(=O)(=O)NC=1C(=NC=C(C1)C=1C=C2C(=NC=NC2=CC1C)N1CCN(CC1)C(\C=C\C(C)=O)=O)OC (E)-2,4-difluoro-N-(2-methoxy-5-(7-methyl-4-(4-(4-oxopent-2-enoyl)piperazin-1-yl)quinazolin-6-yl)pyridin-3-yl)benzenesulfonamide